[N+]1(=NC=[N+](C2=C1C=CC=C2)[O-])[O-] 1,2,4-benzotriazine 1,4-dioxide